N1(C=NC=C1)CC1=CC=C(C=C1)C=1N=C(SC1)C=1N=C(SC1)N (4-((1H-imidazol-1-yl)methyl)phenyl)-[2,4'-bithiazole]-2'-amine